CN(C1=C(C(=NC=2N1N=CN2)C)CC=2C=C(C=CC2)S(=O)(=O)N)C 3-{[7-(dimethylamino)-5-methyl-[1,2,4]triazolo[1,5-a]pyrimidin-6-yl]methyl}benzene-1-sulfonamide